ClC1C(N(SC1Cl)CCCCCCCC)=O 4,5-dichloro-2-n-octyl-isothiazolin-3-one